CN(C(C=C)=O)CCCCCCCCS(=O)(=O)Cl 8-(N-methylacrylamido)octane-1-sulfonyl chloride